C(C)[C@H]1[C@H](NC([C@H]1F)=O)COC1=NC=CC=2C=C3C(=CC12)C=CNC3=O 6-(((2S,3S,4S)-3-ethyl-4-fluoro-5-oxopyrrolidin-2-yl)methoxy)pyrido[3,4-g]isoquinolin-1(2H)-one